N(=[N+]=[N-])C[C@H]1OC2=C(OC1)C=C(C=C2[C@@H](C)NC2=NC=1N(C=C2)N=CC1C(=O)OCC)F ethyl 5-(((1R)-1-((3R)-3-(azidomethyl)-7-fluoro-2,3-dihydrobenzo[b][1,4]dioxin-5-yl)ethyl)amino)pyrazolo[1,5-a]pyrimidine-3-carboxylate